C(C)(C)(C)OC(=O)N1CCC2(CC(C2)N2C(CN(CC2)C(C)C2=CC=CC=C2)C2=C(C=CC=C2)C(C)C)CC1.FC(C1=NC=C(C=C1)B1OC(C(O1)(C)C)(C)C)F 2-(difluoromethyl)-5-(4,4,5,5-tetramethyl-1,3,2-dioxaborolan-2-yl)pyridine tert-butyl-2-(2-(2-isopropylphenyl)-4-(1-phenylethyl)piperazin-1-yl)-7-azaspiro[3.5]nonane-7-carboxylate